3-(5-(4-Chlorophenyl)-3-(4-(piperazin-1-ylmethyl)phenyl)-3H-imidazo[4,5-b]pyridin-2-yl)pyridin-2-amine ClC1=CC=C(C=C1)C1=CC=C2C(=N1)N(C(=N2)C=2C(=NC=CC2)N)C2=CC=C(C=C2)CN2CCNCC2